CNC(=O)C1CC(CC1)N1C(=NC2=C1C=C(C=C2)C(=O)NCCCN2CCN(CC2)C2=CC=CC=C2)C2=CC(=C(C(=C2)OC)OC)OC 1-(3-(methylcarbamoyl)cyclopentyl)-N-(3-(4-phenylpiperazin-1-yl)propyl)-2-(3,4,5-trimethoxyphenyl)-1H-benzo[d]imidazole-6-carboxamide